ClC1=NC=C(C(=C1)Cl)CC 2,4-dichloro-5-ethylpyridine